ClC1=CC(=C(COC2=CC=CC(=N2)N2CCN(CC2)CC2=NC3=C(N2C)C=C(C=C3OC)C(=O)O)C=C1)F 2-((4-(6-((4-Chloro-2-fluorobenzyl)oxy)pyridin-2-yl)piperazin-1-yl)methyl)-4-methoxy-1-methyl-1H-benzo[d]imidazole-6-carboxylic acid